N1C(=CC2=CC=CC=C12)C(=O)N1CCC(CC1)C=1C=C2CN(C(C2=CC1)=O)C1C(NC(CC1)=O)=O 3-(5-(1-(1H-indole-2-carbonyl)piperidin-4-yl)-1-oxoisoindolin-2-yl)piperidine-2,6-dione